C(#N)[C@H]1N(C(CC1)=O)CC1=NN(C=2N(C([C@@H]([C@H](C21)C2=CC=C(C=C2)F)NC(C2=CC(=CC=C2)C(F)(F)F)=O)=O)CC)C2=CC=CC=C2 N-((4S,5R)-3-(((S)-2-cyano-5-oxopyrrolidin-1-yl)methyl)-7-ethyl-4-(4-fluorophenyl)-6-oxo-1-phenyl-4,5,6,7-tetrahydro-1H-pyrazolo[3,4-b]pyridin-5-yl)-3-(trifluoromethyl)benzamide